ClC=1C=C(C=CC1Cl)[C@@]12CN(C[C@H]2C1)C(=O)C=1C=NN2C1N[C@H](CC2(C)C)C2=CC=CC=C2 ((1R,5S)-1-(3,4-dichlorophenyl)-3-azabicyclo[3.1.0]hex-3-yl)((5R)-7,7-dimethyl-5-phenyl-4,5,6,7-tetrahydropyrazolo[1,5-a]pyrimidin-3-yl)methanone